1-ethyl 3-(2-methoxyethyl) 8-((3,5-difluoro-4-(4-fluorophenoxy)phenyl)sulfonyl)-3,8-diazabicyclo[3.2.1]octane-1,3-dicarboxylate FC=1C=C(C=C(C1OC1=CC=C(C=C1)F)F)S(=O)(=O)N1C2(CN(CC1CC2)C(=O)OCCOC)C(=O)OCC